OC=1C(=C(C=CC1)C#CC(=O)O)O dihydroxybenzenepropiolic acid